3-bromo-6-chloro-1-[[2-(trimethylsilyl)ethoxy]methyl]pyrrolo[2,3-b]pyridine BrC1=CN(C2=NC(=CC=C21)Cl)COCC[Si](C)(C)C